CN1C=CC2=CC=C(C=C12)C1=NN=C(S1)N (1-methyl-1H-indol-6-yl)-1,3,4-thiadiazole-2-amine